N-(1-acetylpiperidin-4-yl)-4-((3-chlorobenzyl)amino)-6-(3,5-dimethylisoxazol-4-yl)quinazoline-2-carboxamide C(C)(=O)N1CCC(CC1)NC(=O)C1=NC2=CC=C(C=C2C(=N1)NCC1=CC(=CC=C1)Cl)C=1C(=NOC1C)C